(S)-2-morpholinopropionic acid O1CCN(CC1)[C@H](C(=O)O)C